C(C1=CC=CC=C1)C1(C[C@@H]2[C@@H](CN(C2)C(=O)NC2=C(C=CC(=C2)C)OC)C1)O (3aR,5r,6aS)-5-benzyl-5-hydroxy-N-(2-methoxy-5-methylphenyl)hexahydrocyclopenta[c]pyrrole-2(1H)-carboxamide